1,4-cyclohexanedimethanol dimethyl-malonimidate dihydrochloride Cl.Cl.CC(C(O)=N)(C(O)=N)C.C1(CCC(CC1)CO)CO